(1R,6R,8R,9R,10R,15R,17S,18R)-8-(6-amino-9H-purin-9-yl)-17-ethynyl-9-fluoro-3,12,18-trihydroxy-2,4,7,11,13,16-hexaoxa-3λ5,12λ5-diphosphatricyclo[13.2.1.06,10]octadecane-3,12-dithione NC1=C2N=CN(C2=NC=N1)[C@@H]1O[C@@H]2COP(O[C@H]3[C@@H](O[C@H](COP(O[C@H]2[C@H]1F)(=S)O)[C@H]3O)C#C)(=S)O